(R)-N-(5-((3-((2,6-Dimethylpyridin-4-yl)methyl)-4-methylpiperazin-1-yl)methyl)thiazol-2-yl)acetamid CC1=NC(=CC(=C1)C[C@@H]1CN(CCN1C)CC1=CN=C(S1)NC(C)=O)C